BrC1=CC(=C2C(N(C(C2=C1O)=O)CC1=CC=C(C=C1)OC)(O)C1=C(C=CC(=C1)F)Cl)[N+](=O)[O-] 6-Bromo-3-(2-chloro-5-fluorophenyl)-3,7-dihydroxy-2-(4-methoxybenzyl)-4-nitroisoindol-1-one